COC(=O)[C@@H]1C[C@H](CCC1)OC=1C(=NC(=CC1)C=1N=NN(C1CO)C)C1CC1 (1S,3S)-3-((2-cyclopropyl-6-(5-(hydroxymethyl)-1-methyl-1H-1,2,3-triazole-4-yl)pyridin-3-yl)oxy)cyclohexane-1-carboxylic acid methyl ester